CC1(OC[C@@H](O1)/C=C/C(=O)OC(C)(C)C)C tert-butyl (S,E)-3-(2,2-dimethyl-1,3-dioxolan-4-yl)acrylate